NC=1C2=C(N=CN1)N(C=C2C2=CC(=C(C=C2)NC(=O)NC2=NN(C=N2)C(C)(C)C)F)C2CC2 1-(4-(4-AMINO-7-CYCLOPROPYL-7H-PYRROLO[2,3-D]PYRIMIDIN-5-YL)-2-FLUOROPHENYL)-3-(1-(TERT-BUTYL)-1H-1,2,4-TRIAZOL-3-YL)UREA